(S)-2-((4-(6-((4-cyano-2-fluorobenzyl)oxy)pyridin-2-yl)piperidin-1-yl)methyl)-N-hydroxy-1-(oxetan-2-ylmethyl)-1H-benzo[d]imidazole-6-carboxamide C(#N)C1=CC(=C(COC2=CC=CC(=N2)C2CCN(CC2)CC2=NC3=C(N2C[C@H]2OCC2)C=C(C=C3)C(=O)NO)C=C1)F